ClC1=CC=C(C=C1)C(NCCN(C)C)C1CCN(CC1)C1=C2C(=NC=N1)NN=C2C(F)(F)F (+)-N1-((4-chlorophenyl)(1-(3-(trifluoromethyl)-1H-pyrazolo[3,4-d]pyrimidin-4-yl)piperidin-4-yl)methyl)-N2,N2-dimethylethane-1,2-diamine